C(CCCCCCCCCCCCCCC)C([C@@H](C(=O)O)N)SSC[C@@H](C(=O)O)N CETYLCYSTINE